CC1=NC(=CC(=N1)NC1=NN2C(C=C(C=C2)C2=C(C=NN2C)OC[C@H]2N(CC2)C(=O)OC(C)(C)C)=C1)C Tert-butyl (S)-2-(((5-(2-((2,6-dimethylpyrimidin-4-yl)amino)pyrazolo[1,5-a]pyridin-5-yl)-1-methyl-1H-pyrazol-4-yl)oxy)methyl)azetidine-1-carboxylate